SCC(=O)O.SCC(=O)O.C(COCC(=S)O)(=S)O dithiodiglycolic acid bis(2-mercaptoacetate)